Ethyliden diacetate C(C)(=O)OC(C)OC(C)=O